N-((4aS,5S,7aS)-7a-(5-bromo-2-fluorophenyl)-5-(hydroxymethyl)-4a,5,7,7a-tetrahydro-4H-furo[3,4-d][1,3]thiazin-2-yl)benzamide BrC=1C=CC(=C(C1)[C@@]12N=C(SC[C@@H]1[C@H](OC2)CO)NC(C2=CC=CC=C2)=O)F